(1S,4s)-1-methyl-4-((R)-3-(o-tolyl)piperazin-1-yl)cyclohexan-1-ol CC1(CCC(CC1)N1C[C@H](NCC1)C1=C(C=CC=C1)C)O